pyridazine-3-amide trifluoroacetate FC(C(=O)O)(F)F.N1=NC(=CC=C1)C(=O)N